NC=1C=C(C=C(C1)C(F)(F)F)[C@@H](C)NC1=C2C(=NC(=N1)C)N1C(C(=C2)C(=O)OCC)=NC=N1 ethyl (R)-6-((1-(3-amino-5-(trifluoromethyl) phenyl) ethyl) amino)-8-methyl-[1,2,4]triazolo[1',5':1,6]pyrido[2,3-d]pyrimidine-4-carboxylate